The molecule is zwitterionic form of N-formyl-D-kynurenine having an anionic carboxy group and a protonated amino group; major species at pH 7.3. It is a tautomer of a N-formyl-D-kynurenine. C1=CC=C(C(=C1)C(=O)C[C@H](C(=O)[O-])[NH3+])NC=O